O1CC(C1)C1=C2CCN(C2=CC=C1)C(=O)OC(C)(C)C tert-butyl 4-(oxetan-3-yl)indoline-1-carboxylate